COCCN1CC2=CC=C(C=C2C1)N 2-(2-methoxyethyl)isoindoline-5-amine